2,3-dimethylphenyl-diazonium bromide [Br-].CC1=C(C=CC=C1C)[N+]#N